FC1(CCC(CC1)[C@H](NC(=O)C=1N=COC1CC)C=1OC2=C(N1)C=C(C=C2)[C@@H](COC)N2C(N[C@@H](C2)C(F)(F)F)=O)F N-((S)-(4,4-difluoro-cyclohexyl)(5-((S)-2-methoxy-1-((S)-2-oxo-4-(trifluoromethyl)imidazolidin-1-yl)ethyl)benzo[d]oxazol-2-yl)methyl)-5-ethyloxazole-4-carboxamide